5-(6-azaspiro[2.5]octane-6-yl)isoindoline C1CC12CCN(CC2)C=2C=C1CNCC1=CC2